1-(4-((3-(trifluoromethyl)phenyl)amino)-6-((3-methoxyphenyl)amino)-1,3,5-triazin-2-yl)pyrrolidin-3-ol FC(C=1C=C(C=CC1)NC1=NC(=NC(=N1)NC1=CC(=CC=C1)OC)N1CC(CC1)O)(F)F